C(C)(C)C1=C(C=C(C=C1)C)NC(=S)NC(=O)NCCC1=C(C=C(C=C1)C1=NN(C=N1)C1=CC=C(C=C1)OC(F)(F)F)C 1-[(2-isopropyl-5-methyl-phenyl)carbamothioyl]-3-[2-[2-methyl-4-[1-[4-(trifluoromethoxy)phenyl]-1H-1,2,4-triazol-3-yl]phenyl]ethyl]urea